tert-butyl (R)-3-((4-benzoyl-1,2,3,4-tetrahydroquinoxaline-1-carboxamido)methyl)pyrrolidine-1-carboxylate C(C1=CC=CC=C1)(=O)N1CCN(C2=CC=CC=C12)C(=O)NC[C@@H]1CN(CC1)C(=O)OC(C)(C)C